C(C)(C)(C)OC(=O)N1CC2(C1)CC(C2)CC2=CC=C(C=C2)P(=O)(C)C 6-[(4-dimethylphosphorylphenyl)methyl]-2-azaspiro[3.3]heptane-2-carboxylic acid tert-butyl ester